C(C)OC[C@]1(CN(CC1)C(C=1C=NC=CC1)C=1C=NC=CC1)CCC1=CC=C(C=C1)F |o1:4| (R or S)-3,3'-((3-(ethoxymethyl)-3-(4-fluorophenethyl)-pyrrolidin-1-yl)methylene)-dipyridine